6-[5-[2-[[3-(2-aminopropoxy)-1-chloro-6,7-dihydro-5H-cyclopenta[c]pyridin-6-yl]methylamino]ethyl]-2-oxo-1,3-oxazolidin-3-yl]-4H-pyrido[3,2-b][1,4]oxazin-3-one NC(COC1=CC2=C(C(=N1)Cl)CC(C2)CNCCC2CN(C(O2)=O)C=2C=CC=1OCC(NC1N2)=O)C